4-[(2-fluoro-4-iodophenyl)amino]-5-({3-hydroxy-3-[(2S)-piperidin-2-yl]azetidin-1-yl}carbonyl)pyrimidin-2(1H)-one FC1=C(C=CC(=C1)I)NC1=NC(NC=C1C(=O)N1CC(C1)([C@H]1NCCCC1)O)=O